2-docosanoyl-racemic-glycerol C(CCCCCCCCCCCCCCCCCCCCC)(=O)OC(CO)CO